C(C)(=O)O[Si](C)(C)CCCCCCCC octyldimethylsilyl acetate